Cl.NC(CN1CCOCC1)N 1-amino-2-morpholinoethane-1-amine hydrochloride